COC1=CC=CC(=N1)C1(CC1)C(=O)O 1-(6-methoxypyridin-2-yl)cyclopropane-1-carboxylic acid